4-amino-2,3-difluoro-phenol NC1=C(C(=C(C=C1)O)F)F